C(C)(C)(C)[Si](C1=CC=CC=C1)(C1=CC=CC=C1)OCCCCCCCC(CCCCCCCCC)CCOCC1=CC=C(C=C1)OC tertbutyl((8-(2-((4-methoxybenzyl)oxy)-ethyl)heptadecyl)-oxy)diphenylsilane